3-(3-(7-(4-(2-Hydroxyethyl)piperazin-1-yl)-2-methyl-3-phenylpyrazolo[1,5-a]-pyrimidin-5-yl)phenyl)propanal OCCN1CCN(CC1)C1=CC(=NC=2N1N=C(C2C2=CC=CC=C2)C)C=2C=C(C=CC2)CCC=O